O1C(=NC2=C1C=CC=C2)SCCCCOC2=CC=C(C=C2)C(C=CC2=CC(=CC=C2)[N+](=O)[O-])=O 1-(4-(4-(benzo[d]oxazol-2-yl-thio)butoxy)phenyl)-3-(3-nitrophenyl)-2-propen-1-one